N1=C(C=CC=C1)C1(CC1)C(=O)O 1-(pyridin-2-yl)cyclopropanecarboxylic acid